octyl 8-(2-((3-((2-decyltetradecyl)oxy)-3-oxopropyl)thio)ethyl)-3-ethyl-15-((3-(octyloxy)-3-oxopropyl)thio)-7,10-dioxo-18-thia-3,6,9-triazahenicosan-21-oate C(CCCCCCCCC)C(COC(CCSCCC(C(NCCN(CC)CC)=O)NC(CCCCC(CCSCCC(=O)OCCCCCCCC)SCCC(=O)OCCCCCCCC)=O)=O)CCCCCCCCCCCC